N-ethyl-3-hydroxy-N,N-dimethylanilinium C(C)[N+](C1=CC(=CC=C1)O)(C)C